[Pb].O1C(=C(O)C(=O)C=2C(O)=CC(O)=CC12)C1=CC=C(O)C=C1 kaempferol lead